N-(4-(((R)-1-hydroxy-4-methylpent-2-yl)amino)-6-((R)-2-(6-methoxy-5-methylpyridin-3-yl)propyl)-1,3,5-triazin-2-yl)methanesulfonamide OC[C@@H](CC(C)C)NC1=NC(=NC(=N1)C[C@@H](C)C=1C=NC(=C(C1)C)OC)NS(=O)(=O)C